P(=O)(OCC)(OCC)OC(F)(F)Br diethyl (bromodifluoromethyl) phosphate